CS(=O)(=O)NCC1(CN(C1)C(=O)OCC1=CC=CC=C1)CN(S(=O)(=O)C)CC12[Co]3[Co]2C13COC benzyl 3-(methanesulfonamidomethyl)-3-[(N-{[4-(methoxymethyl)-1,2-dicobaltatricyclo[1.1.0.02,4]butan-3-yl]methyl}methanesulfonamido)methyl]azetidine-1-carboxylate